(S)-2-((4-(3-(benzyloxy)-4-methyl-1H-pyrazol-1-yl)piperidin-1-yl)methyl)-1-(oxetan-2-ylmethyl)-1H-benzo[d]imidazole-6-carboxylic acid C(C1=CC=CC=C1)OC1=NN(C=C1C)C1CCN(CC1)CC1=NC2=C(N1C[C@H]1OCC1)C=C(C=C2)C(=O)O